C(C)(C)(C)OC(=O)N1[C@@H]([C@H]2C([C@H]2C1)(C)C)C(=O)N1C[C@@]2(C[C@H]1C#N)C=NC1=CC=CC=C12 (1R,2S,5S)-2-((3S,5'S)-5'-cyanospiro[indole-3,3'-pyrrolidine]-1'-carbonyl)-6,6-dimethyl-3-azabicyclo[3.1.0]hexane-3-carboxylic acid tert-butyl ester